(6S,12aS)-2-((E)-benzylideneamino)-6-methyl-2,3,12,12a-tetrahydropyrazino[1',2':1,6]pyrido[3,4-b]indole-1,4(6H,7H)-dione C(/C1=CC=CC=C1)=N\N1C([C@@H]2CC3=C(NC=4C=CC=CC34)[C@@H](N2C(C1)=O)C)=O